CC1(C2CC=C(C1C2)CCCC=O)C 6,6-dimethylbicyclo[3.1.1]hept-2-ene-2-butanal